2,3,6,7,10,11-hexa-cyano-1,4,5,8,9,12-hexaazatriphenylene C(#N)C1=NC=2C3=NC(=C(N=C3C3=NC(=C(N=C3C2N=C1C#N)C#N)C#N)C#N)C#N